7-(8-Ethynyl-7-fluoronaphthalen-1-yl)-8-fluoro-2-(((2R,7aS)-2-fluorotetrahydro-1H-pyrrolizin-7a(5H)-yl)methoxy)-4-(piperazin-1-yl)pyrido[4,3-d]pyrimidine C(#C)C=1C(=CC=C2C=CC=C(C12)C1=C(C=2N=C(N=C(C2C=N1)N1CCNCC1)OC[C@]12CCCN2C[C@@H](C1)F)F)F